C(C(=C)C)(=O)OCC(COC1=CC=CC=C1)O 2-hydroxy-3-phenyloxypropyl methacrylate